N[C@H]1[C@H](CC2=CC(=CC=C12)Br)O cis-1-amino-5-bromo-indan-2-ol